C1(CCCCC1)[Si](O)(O)C1CCCCC1 dicyclohexylsilanediol